N-(7-(N-(1-methylcyclopropyl)sulfamoyl)quinolin-2-yl)bicyclo[1.1.0]butane-1-carboxamide CC1(CC1)NS(=O)(=O)C1=CC=C2C=CC(=NC2=C1)NC(=O)C12CC2C1